3-chloro-N-(5-cyano-2-(4-(2,4-difluorophenoxy)piperidin-1-yl)phenyl)-2-methoxybenzamide ClC=1C(=C(C(=O)NC2=C(C=CC(=C2)C#N)N2CCC(CC2)OC2=C(C=C(C=C2)F)F)C=CC1)OC